4-cyclopropyl-1H-triazole C1(CC1)C=1N=NNC1